ClC=1C(=C2C=NNC2=CC1C)C1=C2C(=C3C(=NC=NC3=C1)N1C[C@@H](N(CC1)C(C(=C)F)=O)CC#N)OCCC2 2-((2S)-4-(5-(5-chloro-6-methyl-1H-indazol-4-yl)-3,4-dihydro-2H-pyrano[2,3-f]quinazolin-10-yl)-1-(2-fluoroacryloyl)piperazin-2-yl)acetonitrile